(E)-1-(2-(3,6-diazabicyclo[3.1.1]heptan-3-yl)-7-(thiazol-2-yl)-4-(trifluoromethoxy)benzo[d]oxazol-5-yl)ethan-1-one O-methyl oxime CO\N=C(/C)\C=1C=C(C2=C(N=C(O2)N2CC3NC(C2)C3)C1OC(F)(F)F)C=1SC=CN1